pyrrolo[1,2-a]pyrazine-2-carboxamide C1C=2N(C=CN1C(=O)N)C=CC2